hydroxyethyl-vinylurea OCCN(C(=O)N)C=C